NCC1=C(C=NC=C1)OC[C@H]1N(CC1)C(=O)OC(C)(C)C Tert-Butyl (2S)-2-({[4-(aminomethyl)pyridin-3-yl]oxy}methyl)azetidine-1-carboxylate